4-(3,5-difluoro-4-(2-((3S,4r,5R)-3,4,5-tris(benzyloxy)piperidin-1-yl)ethyl)phenyl)-3,5-dimethylisoxazole FC=1C=C(C=C(C1CCN1C[C@@H](C([C@@H](C1)OCC1=CC=CC=C1)OCC1=CC=CC=C1)OCC1=CC=CC=C1)F)C=1C(=NOC1C)C